N-(2-methyl-4-(trifluoromethyl)benzyl)-5-(N-methylsulfamoyl)thiophene-2-carboxamide CC1=C(CNC(=O)C=2SC(=CC2)S(NC)(=O)=O)C=CC(=C1)C(F)(F)F